C(C)[C@H](CNC(OC(C)(C)C)=O)CNC1=NC=C(C=N1)SC tert-butyl (S)-(2-ethyl-3-((5-(methylthio)pyrimidin-2-yl)amino)propyl)carbamate